tert-butyl 2-(6-(4-acetylpiperazin-1-yl)-2-bromo-5-methyl-7-oxo-[1,2,4]triazolo[1,5-a]pyrimidin-4(7H)-yl)acetate C(C)(=O)N1CCN(CC1)C1=C(N(C=2N(C1=O)N=C(N2)Br)CC(=O)OC(C)(C)C)C